C(#N)C=1C=NN2C1C(=CC(=C2)OCC)C=2N=CC(=NC2)N2CCC(CC2)(C)NC(OC(C)(C)C)=O tert-butyl (1-(5-(3-cyano-6-ethoxypyrazolo[1,5-a]pyridin-4-yl)pyrazin-2-yl)-4-methylpiperidin-4-yl)carbamate